4-[[5-(3-tert-butyl-1,2,4-oxadiazol-5-yl)-4-[[(1S)-2-hydroxy-1-phenyl-ethyl]amino]pyrimidin-2-yl]amino]-2-chloro-benzamide C(C)(C)(C)C1=NOC(=N1)C=1C(=NC(=NC1)NC1=CC(=C(C(=O)N)C=C1)Cl)N[C@H](CO)C1=CC=CC=C1